N1=NC=C2C1=CC=1C=CC=CC1O2 chromenopyrazole